N-((1R,3r,5S,6r)-3-(6-chloro-1H-indazol-4-yl)-3-hydroxybicyclo[3.1.0]hexan-6-yl)cyclohexanesulfonamide ClC1=CC(=C2C=NNC2=C1)C1(C[C@H]2C([C@H]2C1)NS(=O)(=O)C1CCCCC1)O